[Si](C)(C)(C(C)(C)C)OCC1N(CCOCC1)C=1C2=C(N=C(N1)SC)C(=C(OC2=O)Cl)C 4-(5-{[(tert-butyldimethylsilyl)oxy]methyl}-1,4-oxazepan-4-yl)-7-chloro-8-methyl-2-(methylsulfanyl)pyrano[4,3-d]pyrimidin-5-one